3-tert-butyl-1-{7-cyano-2-oxo-1-[(1S)-1-[3-(trifluoromethoxy)phenyl]ethyl]quinoxalin-6-yl}urea C(C)(C)(C)NC(NC=1C=C2N=CC(N(C2=CC1C#N)[C@@H](C)C1=CC(=CC=C1)OC(F)(F)F)=O)=O